CC(C)(C)C=1C=C(C=C(C1O)C(C)(C)C)CCC(=O)NNC(C(C)C1=CC(=C(C(=C1)C(C)(C)C)O)C(C)(C)C)=O 3,5-bis(1,1-dimethylethyl)-4-hydroxyphenylpropionic acid 2-[3-[3,5-bis(1,1-dimethylethyl)-4-hydroxyphenyl]-1-oxopropyl] hydrazide